C(C)(C)(C)OC(=O)NCCC[C@H](N)C(=O)N1CCN(CC1)C(=O)OC(C)(C)C tert-butyl 4-[N5-(tert-butoxycarbonyl)-L-ornithyl]piperazine-1-carboxylate